C=C(C(C1=C(C(=C(C(=C1C)C)C)C)O)(C1=CC=CC=2NN=NC21)C2=CC=CC=1NN=NC12)CC methylenebisbenzotriazolyl-tetramethyl-butyl-phenol